(S)-(5-(3,5-difluorophenyl)-4,5-dihydro-1H-pyrazol-1-yl)(3-(5-(3,5-dimethyl-1H-pyrazol-4-yl)-2-fluorophenoxy)azetidin-1-yl)methanone manganese phosphate lithium carbon lithium [Li+].[C+4].[Li+].P(=O)([O-])([O-])[O-].[Mn+2].FC=1C=C(C=C(C1)F)[C@@H]1CC=NN1C(=O)N1CC(C1)OC1=C(C=CC(=C1)C=1C(=NNC1C)C)F